(R)-5-(2-(5-fluoropyridin-3-yl)pyrrolidin-1-yl)-N-(2,2,2-trifluoroethyl)pyrazolo[1,5-a]pyrimidine-3-carboxamide FC=1C=C(C=NC1)[C@@H]1N(CCC1)C1=NC=2N(C=C1)N=CC2C(=O)NCC(F)(F)F